ClC=1C(=NC2=CC(=C(N=C2C1N[C@H](C)C=1C=C(C#N)C=CC1F)C=1C=NC(=NC1)N1CCNCC1)F)C (R)-3-(1-((3-chloro-7-fluoro-2-methyl-6-(2-(piperazin-1-yl)pyrimidin-5-yl)-1,5-naphthyridin-4-yl)amino)ethyl)-4-fluorobenzonitrile